C(C)(=O)OCCC1=NC=C(C=C1)N1C[C@H](CCC1)N(CC1=CC(=NC=C1)C)CC1=CN(C2=CC=CC=C2C1=O)C 2-{5-[(3S)-3-{[(1-methyl-4-oxo-1,4-dihydroquinolin-3-yl)methyl][(2-methylpyridin-4-yl)methyl]amino}piperidin-1-yl]pyridin-2-yl}ethyl acetate